N=1C=CN2C1C=CC(=C2)C2=CNC=1N=C(N=CC12)NC1CCOCC1 5-(imidazo[1,2-a]pyridin-6-yl)-N-(tetrahydro-2H-pyran-4-yl)-7H-pyrrolo[2,3-d]pyrimidin-2-amine